COC1=CC=C(C=C1)CN1C(N(CCC1=O)C1=CN=CC2=C(C=CC=C12)N1[C@H](CN(CC1)C(=O)OC(C)(C)C)C)=O Tert-butyl (3S)-4-[4-[3-[(4-methoxyphenyl)methyl]-2,4-dioxo-hexahydropyrimidin-1-yl]-8-isoquinolyl]-3-methyl-piperazine-1-carboxylate